1-(5-cyano-2-methoxyphenyl)-3-(isoquinolin-4-yl)-2-oxoimidazoline-4-carbonitrile C(#N)C=1C=CC(=C(C1)N1C(N(C(C1)C#N)C1=CN=CC2=CC=CC=C12)=O)OC